nickel ethyl-imidazole bromide [Br-].C(C)C=1NC=CN1.[Ni+2].[Br-]